S1C=CC2=C1[C@H](OCC21CC1)CNC (R)-1-(5'H,7'H-spiro[cyclopropane-1,4'-thieno[2,3-c]pyran]-7'-yl)-N-methyl-methylamine